ClC1=CC=C(C=C1)C(C(F)(F)F)N(S(=O)(=O)C1=CN=NC(=C1)OC)C N-(1-(4-chlorophenyl)-2,2,2-trifluoroethyl)-6-methoxy-N-methylpyridazine-4-sulfonamide